C(C)(C)(C)C=CC1=CC=CC=C1 Tert-butyl-styrene